Methyl (S,E)-5-((tert-butoxycarbonyl)amino)-5-phenylpent-3-enoate C(C)(C)(C)OC(=O)N[C@@H](/C=C/CC(=O)OC)C1=CC=CC=C1